tert-butyl 3-(6-(5-((2,6-difluorophenyl)sulfonamido)-6-methoxypyridin-3-yl)pyrido[3,2-d]pyrimidin-4-yl)-3,8-diazabicyclo[3.2.1]octane-8-carboxylate FC1=C(C(=CC=C1)F)S(=O)(=O)NC=1C=C(C=NC1OC)C=1C=CC=2N=CN=C(C2N1)N1CC2CCC(C1)N2C(=O)OC(C)(C)C